1,6,7,12-tetramethoxyperylene COC1=CC=C2C=CC(=C3C4=C(C=CC5=CC=C(C(C1=C23)=C45)OC)OC)OC